diethyl (4-oxo-2-phenyl-4H-chromen-7,8-diyl) dicarbonate C(OCC)(OC1=CC=C2C(C=C(OC2=C1OC(OCC)=O)C1=CC=CC=C1)=O)=O